(5-(4-(dimethylamino)phenyl)-1H-pyrazol-3-yl)amino-3-methylphenol CN(C1=CC=C(C=C1)C1=CC(=NN1)NC1=C(C=CC=C1C)O)C